methyl-4-cyclohexene-1,2-dicarboxylic anhydride CC12C(CC=CC1)C(=O)OC2=O